5-[2-(4-benzo[d]isoxazol-3-yl-piperidin-1-yl)-ethyl]-3-methyl-5H-pyrazolo[1,5-a]pyrazin-4-one oxalate salt C(C(=O)O)(=O)O.O1N=C(C2=C1C=CC=C2)C2CCN(CC2)CCN2C(C=1N(C=C2)N=CC1C)=O